r-(((trifluoromethyl)phosphanediyl)bis(4,1-phenylene))dipyrrolidine FC(F)(F)P(C1=CC=C(C=C1)N1CCCC1)C1=CC=C(C=C1)N1CCCC1